C1(=CC=CC=C1)OC(NC1=CC(=NN1C=1C=C2C=CC=NC2=CC1)C(C)(C)C)=O (3-(tert-butyl)-1-(quinolin-6-yl)-1H-pyrazol-5-yl)carbamic acid phenyl ester